N-(3-chloro-2-methylphenyl)-2-[(4-chlorophenyl)-[4-[methyl(methylsulfonyl)amino]phenyl]methylene]-hydrazinecarboxamide ClC=1C(=C(C=CC1)NC(=O)NN=C(C1=CC=C(C=C1)N(S(=O)(=O)C)C)C1=CC=C(C=C1)Cl)C